1,2,4-trimethyl-5-(2-((3-methyloxetan-3-yl)amino)-2-oxoacetyl)-N-(3,4,5-trifluorophenyl)-1H-pyrrole-3-carboxamide CN1C(=C(C(=C1C(C(=O)NC1(COC1)C)=O)C)C(=O)NC1=CC(=C(C(=C1)F)F)F)C